COC(CCCCCCCCCCCC=CC=CCC)OC 18,18-dimethoxy-3,5-octadecadiene